Cl.CS(=O)(=O)CCCN 3-(methylsulfonyl)propan-1-amine hydrochloride